benzyl 4-((4-(bis(4-methoxybenzyl) amino)-2-(pent-2-yloxy) imidazo[2,1-f][1,2,4]triazin-7-yl) (hydroxy) methyl)-4-methylpiperidine-1-carboxylate COC1=CC=C(CN(C2=NC(=NN3C2=NC=C3C(C3(CCN(CC3)C(=O)OCC3=CC=CC=C3)C)O)OC(C)CCC)CC3=CC=C(C=C3)OC)C=C1